dimyristoyl-diethylcholine C(CCCCCCCCCCCCC)(=O)C(C(O)(CC)CC)([N+](C)(C)C)C(CCCCCCCCCCCCC)=O